1-(4-bromo-5-methylthiazol-2-yl)tetrahydropyrimidin-2(1H)-one BrC=1N=C(SC1C)N1C(NCCC1)=O